N1(N=CC=C1)C1=CC=C(CN(C2=CC(=CC=C2)OCCOCCN2CCOCC2)CC2=CC(=CC=C2)OC)C=C1 N-(4-(1H-pyrazol-1-yl)benzyl)-N-(3-methoxybenzyl)-3-(2-(2-morpholinoethoxy)ethoxy)aniline